N-{[(4R)-4-cyclopropyl-2,5-dioxoimidazolidin-4-yl]methyl}-2-(3,4,5-trifluorophenyl)-2H-1,2,3-triazole-4-carboxamide C1(CC1)[C@@]1(NC(NC1=O)=O)CNC(=O)C1=NN(N=C1)C1=CC(=C(C(=C1)F)F)F